COC=1C=NC=2C(=CC=C(C2N1)C(=O)N)N1CC(CC1)NC 3-methoxy-8-[3-(methylamino)pyrrolidin-1-yl]quinoxaline-5-carboxamide